((1R,3s,5S)-8-(3-bromo-4-Cyano-1H-pyrazolo[3,4-d]pyrimidin-6-yl)-8-azabicyclo[3.2.1]oct-3-yl)carbamate BrC1=NNC2=NC(=NC(=C21)C#N)N2[C@H]1CC(C[C@@H]2CC1)NC([O-])=O